FC=1N=C(N2C1C(=CC(=C2)C2CN(C2)[C@@H](CC)C2CCN(CC2)C(C)=O)C2=C(C=C(C=C2)F)C(=O)N2[C@@H](COCC2)C)C 1-{4-[(1S)-1-[3-(1-fluoro-8-{4-fluoro-2-[(3R)-3-methylmorpholine-4-carbonyl]phenyl}-3-methylimidazo[1,5-a]pyridin-6-yl)azetidin-1-yl]propyl]piperidin-1-yl}ethan-1-one